4-(6-(difluoromethyl)-5-(methylsulfonylamino)pyridin-2-yl)-1-methyl-1H-1,2,3-triazole-5-carboxylic acid FC(C1=C(C=CC(=N1)C=1N=NN(C1C(=O)O)C)NS(=O)(=O)C)F